COC=1C(=CC=2N(C1)N=CN2)C(=O)OC methyl 6-methoxy-[1,2,4]triazolo[1,5-a]pyridine-7-carboxylate